ON(C=C(C(=O)OC)CC)O.ONCCN(O)CC N,N'-dihydroxyethyl ethylenediamine methyl N,N-dihydroxyethyl-3-aminoacrylate